CCCCCCCCCCCCCCCCCCCCCCCCCCCCCCCCCCCCCC Octatriacontan